FC1=C(C=CC(=C1)F)C=1C(=NN2C1N=C(C=C2O)C2=CC=C(C=C2)S(N)(=O)=O)C 3-(2,4-difluorophenyl)-2-methyl-5-(4-sulfamoylphenyl)pyrazolo[1,5-a]pyrimidin-7-ol